O1C(=NC2=C1C=CC=C2)C[C@@H](C(=O)NC2(CC2)C#N)NC(=O)C=2C(=NN(C2)C2CC2)C(F)(F)F (S)-N-(3-(benzo[d]oxazol-2-yl)-1-((1-cyanocyclopropyl)amino)-1-oxopropan-2-yl)-1-cyclopropyl-3-(trifluoromethyl)-1H-pyrazole-4-carboxamide